C1(=CC=CC2=CC=CC=C12)N1N=NC(=C1I)I 1-(alpha-naphthyl)-4,5-diiodo-1,2,3-triazole